(6-amino-5-(3-hydroxy-2,6-dimethylphenyl)-2,3-dimethyl-5H-pyrrolo[2,3-b]pyrazin-7-yl)(3-(trifluoromethyl)-6,7-dihydropyrazolo[1,5-a]pyrazin-5(4H)-yl)methanone NC1=C(C=2C(=NC(=C(N2)C)C)N1C1=C(C(=CC=C1C)O)C)C(=O)N1CC=2N(CC1)N=CC2C(F)(F)F